ethyl 1-(2-hydroxy-1-(4-fluorophenyl) ethyl)-1H-imidazole-5-carboxylate OCC(C1=CC=C(C=C1)F)N1C=NC=C1C(=O)OCC